(R)-methyl({1-[3-({2-[(3R,4S)-3-fluoro-4-methoxy-piperidin-1-yl]pyrimidin-4-yl}amino)-5-(propan-2-yl)isoquinolin-8-yl]azetidin-3-yl}methyl)imino-λ6-sulfanone CS(=O)=NCC1CN(C1)C=1C=CC(=C2C=C(N=CC12)NC1=NC(=NC=C1)N1C[C@H]([C@H](CC1)OC)F)C(C)C